methyl (S)-4-((7-((1-((tert-butyldiphenylsilyl)oxy)hexan-3-yl)amino)-3-fluoro-5-((methoxycarbonyl)amino)-1H-pyrazolo-[4,3-d]pyrimidin-1-yl)methyl)-3-methoxybenzoate [Si](C1=CC=CC=C1)(C1=CC=CC=C1)(C(C)(C)C)OCC[C@H](CCC)NC=1C2=C(N=C(N1)NC(=O)OC)C(=NN2CC2=C(C=C(C(=O)OC)C=C2)OC)F